(7-Bromo-2-(1,2,5,6-tetrahydropyridin-3-yl)-1H-indol-5-yl)(1-ethyl-4,6-dihydropyrrolo[3,4-c]pyrazol-5(1H)-yl)methanone BrC=1C=C(C=C2C=C(NC12)C=1CNCCC1)C(=O)N1CC=2N(N=CC2C1)CC